ClC1=NC(=CC=C1O)I 2-chloro-6-iodo-pyridin-3-ol